1,2-dichlorohexanediol ClC(C(CCCC)Cl)(O)O